5-bromo-1-((1-(3-fluoro-5-(trifluoromethyl)phenyl)azetidin-3-yl)methyl)-3,3-dimethylindolin-2-one BrC=1C=C2C(C(N(C2=CC1)CC1CN(C1)C1=CC(=CC(=C1)C(F)(F)F)F)=O)(C)C